N-(2-(3,3-difluoropyrrolidin-1-yl)-4-(1-meth-yl-1H-pyrazol-3-yl)pyridin-3-yl)-2-isopropyl-pyrimidine-5-carboxamide FC1(CN(CC1)C1=NC=CC(=C1NC(=O)C=1C=NC(=NC1)C(C)C)C1=NN(C=C1)C)F